[(3S)-3-(Tetrazol-1-yl)pyrrolidin-1-yl]-[6-[6-(trifluoromethyl)pyrazin-2-yl]oxy-2-azaspiro[3.3]heptan-2-yl]methanone N1(N=NN=C1)[C@@H]1CN(CC1)C(=O)N1CC2(C1)CC(C2)OC2=NC(=CN=C2)C(F)(F)F